CC1=NC=NC(=C1N)C 4,6-Dimethylpyrimidine-5-amine